N=1N(N=C2C1C=CC=C2)C2=C(C(=CC(=C2)CCCCCCCC)CCCCCCCCC)O 2-(2H-benzotriazol-2-yl)-6-nonyl-4-octylphenol